tetrazolium-5-boronic acid [NH+]=1NN=NC1B(O)O